(3S,6S,7R)-12-(benzyloxy)-N-(2,4-difluorobenzyl)-6-hydroxy-3-methyl-1,11-dioxo-1,6,7,11-tetrahydro-3H-2,7-methanopyrido[1,2-a][1,4]diazonine-10-carboxamide C(C1=CC=CC=C1)OC=1C(C(=CN2C1C(N1[C@H](C=C[C@@H]([C@H]2C1)O)C)=O)C(=O)NCC1=C(C=C(C=C1)F)F)=O